di-t-butylphenyliodonium camphorsulfonate C12(C(=O)CC(CC1)C2(C)C)CS(=O)(=O)[O-].C(C)(C)(C)C=2C(=C(C=CC2)[IH+])C(C)(C)C